3-((3-(3-(tert-butyl)benzoyl)-2-methyl-2,3-dihydrobenzo[b]thiophen-2-yl)methyl)-4H-chromen-4-one C(C)(C)(C)C=1C=C(C(=O)C2C3=C(SC2(C)CC2=COC4=CC=CC=C4C2=O)C=CC=C3)C=CC1